3,4-dihydro-2H-pyrido[3,2-b][1,4]oxazine O1C2=C(NCC1)N=CC=C2